2,5-dimethyl-3-acetyl-pyrrole CC=1NC(=CC1C(C)=O)C